1-(1-(1-(ethylsulfonyl)pyrrolidin-3-yl)-6-(phenylsulfonyl)-1,6-dihydroimidazo[4,5-d]pyrrolo[2,3-b]pyridin-2-yl)ethanol C(C)S(=O)(=O)N1CC(CC1)N1C(=NC=2C1=C1C(=NC2)N(C=C1)S(=O)(=O)C1=CC=CC=C1)C(C)O